C(=O)O.FC1=CC(=C(CNC=2C=3N(N=C(C2)SC2CNCCC2)C(=CN3)C(C)C)C=C1)OC N-(4-fluoro-2-methoxybenzyl)-3-isopropyl-6-(piperidin-3-ylthio)imidazo[1,2-b]pyridazin-8-amine formate